N[C@@H](COC(C(F)(F)F)(C)C)C1=NC2=C(N1)C=CC(=C2)[C@@H](C2(CC2)C#N)N2C(NCC(C2)(F)F)=O |o1:1,20| 1-((S*)-(2-((R*)-1-Amino-2-((1,1,1-trifluoro-2-methylpropan-2-yl)oxy)ethyl)-1H-benzo[d]imidazol-5-yl)(5,5-difluoro-2-oxotetrahydropyrimidin-1(2H)-yl)methyl)cyclopropane-1-carbonitrile